FC(OC=1C=CC(=NC1)C=CC=1N=C(SC1)NC(OC(C)(C)C)=O)(F)F tert-butyl (4-(2-(5-(trifluoromethoxy)pyridin-2-yl)vinyl)thiazol-2-yl)carbamate